mono(2-laurylethyl) ether C(CCCCCCCCCCC)CCOCCCCCCCCCCCCCC